C(CCCC)=N pentaanimin